4-[(1S,4R,5R)-5-{[4-cyclopropyl-1-(2,6-dichlorophenyl)-1H-pyrazol-5-yl]methoxy}-3-oxo-2-azabicyclo[2.2.1]heptane-2-yl]-3-fluorobenzoic acid C1(CC1)C=1C=NN(C1CO[C@H]1[C@@H]2C(N([C@H](C1)C2)C2=C(C=C(C(=O)O)C=C2)F)=O)C2=C(C=CC=C2Cl)Cl